C(CCCCCCCCCCCCCCCCCCC=C)(=O)O Henicos-20-enoic acid